C(CCC)OC(=C)C1=CC(=CN2C1=NC(=CC2=O)N2CCCCC2)C 9-(1-butoxyvinyl)-7-methyl-2-(piperidin-1-yl)-4H-pyrido[1,2-a]pyrimidin-4-one